4-[[6-iodo-1-(2,2,2-trifluoroethyl)indol-4-yl]amino]-1-methyl-piperidin-3-ol IC1=CC(=C2C=CN(C2=C1)CC(F)(F)F)NC1C(CN(CC1)C)O